(2R,4R)-1-(tert-butoxycarbonyl)-2-methyl-piperidine-4-carboxylic acid C(C)(C)(C)OC(=O)N1[C@@H](C[C@@H](CC1)C(=O)O)C